[2-[2-bromo-4-fluoro-5-[3-methyl-2,6-dioxo-4-(trifluoromethyl)pyrimidin-1-yl]phenoxy]phenoxy]-2-methoxy-N-methylsulfonyl-acetamide BrC1=C(OC2=C(OC(C(=O)NS(=O)(=O)C)OC)C=CC=C2)C=C(C(=C1)F)N1C(N(C(=CC1=O)C(F)(F)F)C)=O